BrC1=CC=C(C=C1)C(\C=C\C1=CC=C(C=C1)C1OC(CC(C1)O)C1=CC=C(C=C1)Br)=O (E)-1-(4-Bromophenyl)-3-[4-[6-(4-bromophenyl)-4-hydroxyoxan-2-yl]phenyl]prop-2-en-1-one